3-((3-chloro-2-methoxyphenyl)amino)-2-(2-((2-(dimethylamino)ethyl)amino)pyrimidin-4-yl)-1,5,6,7-tetrahydro-4H-pyrrolo[3,2-c]pyridin-4-one ClC=1C(=C(C=CC1)NC1=C(NC2=C1C(NCC2)=O)C2=NC(=NC=C2)NCCN(C)C)OC